C1(=CC=C(C2=CC=CC=C12)N(S(=O)(=O)C1=CC=C(C=C1)OC)CC#N)N(S(=O)(=O)C1=CC=C(C=C1)OC)CC#N N,N'-(Naphthalene-1,4-diyl)bis(N-(cyanomethyl)-4-methoxybenzenesulfonamide)